ON(C(=O)C1CC(NC(C1)=O)=O)CC1=CC=C(C=C1)NC1=CC=C(C=C1)N1CCC(CC1)C(F)(F)F N-hydroxy-2,6-dioxo-N-(4-((4-(4-(trifluoromethyl)piperidin-1-yl)phenyl)amino)benzyl)piperidine-4-carboxamide